NCCOCCN1C[C@@H](CC1)NC1=NC=C(C(=N1)C1=CNC2=CC(=CC=C12)C(=O)O)C(F)(F)F (R)-3-(2-((1-(2-(2-aminoethoxy)ethyl)pyrrolidin-3-yl)amino)-5-(trifluoromethyl)pyrimidin-4-yl)-1H-indole-6-carboxylic acid